BrCCCCCCCCCCCOCC1=CC=CC=C1 11-bromoundecoxymethylbenzene